[4,5-dimethyl-1,3-bis(2,4,6-trimethylphenyl)imidazol-2-yl][2-thienylmethylene]ruthenium (II) dichloride CC=1N(C(N(C1C)C1=C(C=C(C=C1C)C)C)[Ru-3](=CC=1SC=CC1)(Cl)Cl)C1=C(C=C(C=C1C)C)C